C(C)[N+](CCCCCCCC[N+](CC)(CC)CC)(CC)CC octamethylenebis(triethylammonium)